1,3-dimethylthiobarbituric acid CN1C(=S)N(C(=O)CC1=O)C